sodium (2S,5R)-2-(N-(3-acetamidopropanoyl) carbamimidoyl)-7-oxo-1,6-diazabicyclo[3.2.1]octan-6-yl sulfate S(=O)(=O)(ON1[C@@H]2CC[C@H](N(C1=O)C2)C(NC(CCNC(C)=O)=O)=N)[O-].[Na+]